ethyl-(4,5-dihydroxy-9,10-dioxo-9,10-dihydroanthracene-2-carbonyl)leucine C(C)N([C@@H](CC(C)C)C(=O)O)C(=O)C1=CC=2C(C3=CC=CC(=C3C(C2C(=C1)O)=O)O)=O